C(C)(C)(C)[Si](C)(C)OCC1CNC(C1)(C)C tert-butyl-[(5,5-dimethylpyrrolidin-3-yl)methoxy]-dimethyl-silane